N1(N=CC=C1)CCC=O 3-(1H-pyrazol-1-yl)propan-1-one